(+/-)-6-{[(trans)-7-(4-methoxyphenyl)-4-(2-phenylethyl)-4-azaspiro[2.5]octan-8-yl]methoxy}-2,3-dihydro-1H-isoindol-1-one COC1=CC=C(C=C1)[C@@H]1CCN(C2(CC2)[C@H]1COC1=CC=C2CNC(C2=C1)=O)CCC1=CC=CC=C1 |r|